3-(3-isopropyl-phenyl)butanal C(C)(C)C=1C=C(C=CC1)C(CC=O)C